N1=CN=C2NC=NC2=C1NCC1=CC=C(C=C1)O 4-[(9H-purin-6-ylamino)methyl]phenol